ClC1=C(C=C(C=C1)OC1=CC=C(C=C1)N1C(NN=C1C)=O)OC 4-(4-{[4-chloro-3-(methyloxy)phenyl]oxy}phenyl)-5-methyl-2,4-dihydro-3H-1,2,4-triazol-3-one